C(CCCCC)C1(OCC(O1)COC(=O)NCCCS(=O)(=O)[O-])CCCCCC.[Na+] Sodium 3-((((2,2-dihexyl-1,3-dioxolan-4-yl)methoxy)carbonyl)amino)propane-1-sulfonate